C1(CC1)C=1C=C(N=NC1C1=C(C=C(C=C1)C#C)O)NC(C[C@H](C)O)=O (S)-N-(5-cyclopropyl-6-(4-ethynyl-2-hydroxyphenyl)pyridazin-3-yl)-3-hydroxybutanamide